C(C)(=O)N[C@@H]1[C@H](C[C@@](O[C@H]1[C@@H]([C@@H](CN)O)O)(C(=O)OC)OCCOCCOCC#C)O methyl (2R,4S,5R,6R)-5-acetamido-6-((1R,2R)-3-amino-1,2-dihydroxypropyl)-4-hydroxy-2-(2-(2-(prop-2-yn-1-yloxy)ethoxy)ethoxy)tetrahydro-2H-pyran-2-carboxylate